N1C=CC2=C1C=NC=C2C(=O)N 1H-pyrrolo[2,3-c]pyridine-4-carboxamide